20-[(2-fluoro-N-methylacrylamido)methyl]-pregn-7-en-3-yl acetate C(C)(=O)OC1CC2CC=C3[C@@H]4CC[C@H](C(C)CN(C(C(=C)F)=O)C)[C@]4(CC[C@@H]3[C@]2(CC1)C)C